4-(6-(hydroxymethyl)pyridin-3-yl)piperazin-2-one OCC1=CC=C(C=N1)N1CC(NCC1)=O